OCC=1SC=C2C1OCCO2 hydroxymethyl-(3,4-ethylenedioxythiophene)